COC(=O)C1=NOC(=C1CCl)C (chloromethyl)-5-methylisoxazole-3-carboxylic acid methyl ester